C(O[C@@H](C)C1=CC(=C(C=C1)N)F)(OC(C)(C)C)=O (S)-(1-(4-amino-3-fluoro-phenyl) ethyl) tert-butyl carbonate